CN([C@@]1(CN(CCC1)C1=CC(=C(C(=C1)F)S(=O)(=O)NC1=NC=NC=C1)F)C1CC(C1)C1=CC(=CC=C1)C(F)(F)F)C 4-((R)-3-(Dimethylamino)-3-((1r,3R)-3-(3-(trifluoromethyl)phenyl)-cyclobutyl)piperidin-1-yl)-2,6-difluoro-N-(pyrimidin-4-yl)benzenesulfonamide